dipotassium n-propyl phosphate P(=O)(OCCC)([O-])[O-].[K+].[K+]